C1(=CC=CC=C1)S(=O)(=O)N1C=C(C2=CC=CC=C12)C1=NC(=NC=C1Cl)NC1=CC(=CC=C1)N N1-[4-[1-(benzenesulfonyl)indol-3-yl]-5-chloropyrimidin-2-yl]benzene-1,3-diamine